CCCCCCCCCCCCCCCCCCCCCC(=O)OC[C@H](COP(=O)(O)OC[C@H](CO)O)OC(=O)CCCCCCCCCCCC 1-docosanoyl-2-tridecanoyl-glycero-3-phospho-(1'-sn-glycerol)